C=1(C=CCN2C=CC=CC12)C(=O)[O-] quinolizinecarboxylate